O1C(=NC2=C1C=CC=C2)CNCCC=2SC=C(N2)C(=O)NCC2=NC=CC=C2F 2-{2-[(1,3-Benzooxazol-2-ylmethyl)amino]ethyl}-N-[(3-fluoropyridin-2-yl)methyl]-1,3-thiazole-4-carboxamide